(Z)-1-acetyl-2-((6-(morpholine-4-carbonyl)benzo[d]thiazol-2-yl)-methylene)indolin-3-one C(C)(=O)N1\C(\C(C2=CC=CC=C12)=O)=C/C=1SC2=C(N1)C=CC(=C2)C(=O)N2CCOCC2